ClC=1C=C(C=CC1F)NC(N(CCCO)[C@H](C)C1=NNC(C2=CC(=CC=C12)Cl)=O)=O |r| Racemic-3-(3-chloro-4-fluorophenyl)-1-(1-(6-chloro-4-oxo-3,4-dihydrophthalazin-1-yl)ethyl)-1-(3-hydroxypropyl)urea